Hippuryl-Arginine C(CNC(=O)C1=CC=CC=C1)(=O)N[C@@H](CCCNC(N)=N)C(=O)O